BrC1=NC=CC=C1NC(=O)NC1CC(C1)O (2-bromopyridin-3-yl)-3-((1r,3r)-3-hydroxycyclobutyl)urea